N(=[N+]=[N-])CCOCC(COCCN=[N+]=[N-])(COCCN=[N+]=[N-])NC(=O)CCOCCOCCOCCOCCNC(OC(C)(C)C)=O tert-Butyl N-(14-{[1,3-bis(2-azidoethoxy)-2-[(2-azidoethoxy)methyl] propan-2-yl]carbamoyl}-3,6,9,12-tetraoxatetradecan-1-yl)carbamate